2-(benzofuran-3-yl)-1-((3,5-dichloro-6-morpholinopyridin-2-yl)methylsulfonyl)ethylboronic acid O1C=C(C2=C1C=CC=C2)CC(S(=O)(=O)CC2=NC(=C(C=C2Cl)Cl)N2CCOCC2)B(O)O